2-((1-(p-tolyl)-1H-tetrazol-5-yl)thio)ethan-1-one C1(=CC=C(C=C1)N1N=NN=C1SCC=O)C